C(C(=C)C)(=O)OC(C)O[Si](C)(C)C trimethylsiloxy-2-ethyl methacrylate